C1=CC(=C(C(=C1)[N+](=O)[O-])OC2=NC=CS2)C(=O)N nitrothiazolyl-salicylamide